C1(CC1)C(=O)OCC(C)(C)OC1CCC(C=C1C)C 2-((3,5-dimethylcyclohex-3-en-2-yl) oxy)-2-methylpropyl cyclopropanecarboxylate